2-{3-[(2R,6S)-2,6-Dimethylmorpholin-4-carbonyl]-5,6-dihydrocyclopenta[c]pyrazol-1(4H)-yl}-1-[4-(3,4,5-trifluorophenyl)piperidin-1-yl]ethan-1-on C[C@@H]1CN(C[C@@H](O1)C)C(=O)C=1C2=C(N(N1)CC(=O)N1CCC(CC1)C1=CC(=C(C(=C1)F)F)F)CCC2